(S)-dimethyl 5-(1-benzyl-3-(diphenylphosphaneyl)-1H-naphtho[1,8-de][1,3,2]diazaborinin-2(3H)-yl)-6-(3-chloropropyl)-4,7-dimethyl-1,3-dihydro-2H-indene-2,2-dicarboxylate C(C1=CC=CC=C1)N1B(N(C2=C3C1=CC=CC3=CC=C2)P(C2=CC=CC=C2)C2=CC=CC=C2)C=2C(=C3CC(CC3=C(C2CCCCl)C)(C(=O)OC)C(=O)OC)C